mesityl-6-((mesitylimino)methyl)aniline C1(=C(C(=CC(=C1)C)C)NC1=CC=CC=C1C=NC1=C(C=C(C=C1C)C)C)C